tert-butyl 3-(6-cyano-8-fluoro-7-(8-fluoro-3-(methoxymethoxy)naphthalen-1-yl)-5-methoxy-2-(methylthio)quinazolin-4-yl)-3,8-diazabicyclo[3.2.1]octane-8-carboxylate C(#N)C=1C(=C2C(=NC(=NC2=C(C1C1=CC(=CC2=CC=CC(=C12)F)OCOC)F)SC)N1CC2CCC(C1)N2C(=O)OC(C)(C)C)OC